N-ethyl-N-(piperidin-4-yl)carbamate C(C)N(C([O-])=O)C1CCNCC1